ClC1=CC(=NC(=N1)N)NCC1CC1 6-chloro-N4-(cyclopropylmethyl)pyrimidine-2,4-diamine